BrC=1C=CC2=C(OC3=C2C=CC=C3Cl)C1N 3-bromo-6-chlorodibenzo[b,d]furan-4-amine